C(OCC(O)C=C)([O-])=O vinyl-2-hydroxyethyl carbonate